8-((2S,SR)-4-(2-(4-fluorophenyl)-2-methoxyethyl)-2,5-dimethylpiperazin-1-yl)-5-methyl-6-oxo-5,6-dihydro-1,5-naphthyridine-2-carbonitrile FC1=CC=C(C=C1)C(CN1C[C@@H](N(C[C@@H]1C)C1=CC(N(C=2C=CC(=NC12)C#N)C)=O)C)OC |&1:14|